OC(C(=O)OC)(C)C methyl 2-hydroxy-2-methylpropanoate